C1=CC=CC=2C3=CC=CC=C3C(C12)CC(=O)N[C@@H](CC1=CC=CC=C1)[C@@H](CN[C@@H](C)C1=CC=CC=C1)O 2-(9H-fluoren-9-yl)-N-((2S,3R)-3-hydroxy-1-phenyl-4-(((S)-1-phenylethyl)amino)butan-2-yl)acetamide